silanolate-d [SiH2]([O-])[2H]